[Br-].O[N+](O)(O)CCCCCCCCCCCCCCCCCCCCCCCC N,N,N-trihydroxyethyl-behenyl-ammonium bromide